ClC=1C=C(C=C(C1)NS(=O)(=O)C)NC(=O)C1=CN(C(=C1)C1=NC=C(C=C1OC)N1CC(C1)(F)F)C N-(3-chloro-5-(methylsulfonamido)phenyl)-5-(5-(3,3-difluoroazetidin-1-yl)-3-methoxypyridin-2-yl)-1-methyl-1H-pyrrole-3-carboxamide